(R)-2-methyl-2-(2-(3-methylmorpholino)-7-(1H-pyrazol-5-yl)imidazo[1,5-b]pyridazin-4-yl)propionitrile CC(C#N)(C)C=1C=2N(N=C(C1)N1[C@@H](COCC1)C)C(=NC2)C2=CC=NN2